2-(6-acetyl-1-((2-(trimethylsilyl)ethoxy)methyl)-1H-pyrrolo[2,3-b]Pyridin-2-yl)-3-cyclopropyl-5-methoxyimidazo[1,2-a]Pyridine-7-carboxylic acid methyl ester COC(=O)C1=CC=2N(C(=C1)OC)C(=C(N2)C2=CC=1C(=NC(=CC1)C(C)=O)N2COCC[Si](C)(C)C)C2CC2